4-((4-(piperidine-1-carbonyl)benzyl)oxy)phenyl sulfurofluoridate S(OC1=CC=C(C=C1)OCC1=CC=C(C=C1)C(=O)N1CCCCC1)(=O)(=O)F